Diphenyl-(4-(4-iodobenzene-1-sulfonyloxy)phenyl)sulfonium C1(=CC=CC=C1)[S+](C1=CC=C(C=C1)OS(=O)(=O)C1=CC=C(C=C1)I)C1=CC=CC=C1